(3S)-3-amino-7,9-difluoro-1,3,4,5-tetrahydro-1-benzazepine-2-one N[C@@H]1C(NC2=C(CC1)C=C(C=C2F)F)=O